CS(=O)(=O)C(C)C1=CC=C(OCCN2CCC3(CC2)C(NC2=CC=C(C=C23)C#N)=O)C=C1 1'-{2-[4-(1-methanesulfonylethyl)phenoxy]ethyl}-2-oxo-1,2-dihydrospiro[indole-3,4'-piperidine]-5-carbonitrile